2-oxo-1-(4-piperidinyl)-1H-benzimidazole-5-carbonitrile O=C1NC2=C(N1C1CCNCC1)C=CC(=C2)C#N